CC1=CC=CC(=N1)C1=NC=CC(=N1)C=1C(=NC(=NC1)NC1=CC=C(C=C1)N1CCOCC1)N (2-(6-methylpyridin-2-yl)pyrimidin-4-yl)-N2-(4-morpholinophenyl)pyrimidine-2,4-diamine